C1(=CC=CC=C1)P(=O)(C1=CC=CC=C1)C=1C=CC2=C(S(C3=C2C=CC=C3)P(=O)(C3=CC=CC=C3)C3=CC=CC=C3)C1 3,5-bis(diphenylphosphoryl)dibenzothiophene